COC=1C=C(C=CC1OC)C=1NC2=CC=C(C=C2C1C(C)C)OC1CCNCC1 2-(3,4-Dimethoxyphenyl)-3-isopropyl-5-(piperidin-4-yloxy)-1H-indol